N-((2S,3R,4S)-2-[(2,2'-difluoro-3'-methyl[1,1'-biphenyl]-3-yl)methyl]-4-fluoro-1-[(2R)-oxolane-2-carbonyl]pyrrolidin-3-yl)ethanesulfonamide FC1=C(C=CC=C1C[C@@H]1N(C[C@@H]([C@@H]1NS(=O)(=O)CC)F)C(=O)[C@@H]1OCCC1)C1=C(C(=CC=C1)C)F